tert-butyl 2-(2-(4-ethyl-3-(4-morpholinopiperidin-1-yl) phenyl) propan-2-yl)-6-iodo-1H-indole-3-carboxylate C(C)C1=C(C=C(C=C1)C(C)(C)C=1NC2=CC(=CC=C2C1C(=O)OC(C)(C)C)I)N1CCC(CC1)N1CCOCC1